NC=1C=C(C=CC1)C1=CC=C(C=C1)C1=CC(=CC=C1)N 3,3''-diamino-p-terphenyl